(S)-5-(8-(3,3-difluoro-4-((1-(2,2,2-trifluoroethyl)-1H-pyrazolo[4,3-c]pyridin-6-yl)oxy)pyrrolidin-1-yl)imidazo[1,2-b]pyridazin-6-yl)pyrimidine-2,4(1H,3H)-dione FC1(CN(C[C@@H]1OC1=CC2=C(C=N1)C=NN2CC(F)(F)F)C=2C=1N(N=C(C2)C=2C(NC(NC2)=O)=O)C=CN1)F